ClC=1C(N(C(=CC1OCC1=NC=C(C=C1F)F)C)C1=CC(=NC=C1C)N1N=CC=C(C1=O)C(C)(C)O)=O 3-chloro-4-[(3,5-difluoropyridin-2-yl)methoxy]-2'-[5-(2-hydroxypropan-2-yl)-6-oxopyridazin-1-yl]-5',6-dimethyl-[1,4'-bipyridin]-2-one